C(C=C)(=O)N1C[C@@H](CC1)N1C(N(C=2C=NC=CC21)C2=CC(=C(C=C2)OC2=CC(=CC(=C2)F)F)Cl)=O (R)-1-(1-acryloylpyrrolidin-3-yl)-3-(3-chloro-4-(3,5-difluorophenoxy)phenyl)-1H-imidazo[4,5-c]pyridin-2(3H)-one